C(#N)CNC(C(=O)C=1C(=C(N(C1C)C)C(=O)NC1=CC(=C(C=C1)F)F)C)=O 4-(2-((cyanomethyl)amino)-2-oxoacetyl)-N-(3,4-difluorophenyl)-1,3,5-trimethyl-1H-Pyrrole-2-carboxamide